(E)-(2-amino-3-(3-(4-(3-fluorostyryl)benzyl)isoxazol-5-yl)pyridin-1-ium-1-yl)methyl hydrogen phosphate P(=O)(OC[N+]1=C(C(=CC=C1)C1=CC(=NO1)CC1=CC=C(C=C1)\C=C\C1=CC(=CC=C1)F)N)(O)[O-]